2-(2-hydroxy-4-methylphenoxy)-N-(1H-pyrazol-5-yl)-N-(thiophen-2-ylmethyl)-acetamide OC1=C(OCC(=O)N(CC=2SC=CC2)C2=CC=NN2)C=CC(=C1)C